tert-butyl 3-allyl-3-hydroxy-azetidine-1-carboxylate C(C=C)C1(CN(C1)C(=O)OC(C)(C)C)O